COC([C@@H](N)CCC(=O)O)=O O-methylglutamic acid